spiro[isobenzofuran-1,9'-xanthene]-6-carboxylic acid C1=CC=CC=2OC3=CC=CC=C3C3(C12)OCC1=CC=C(C=C13)C(=O)O